BrC1=C2C=NN(C2=CC(=C1CCCOC(=O)N([C@H]1CN(CCC1)C(=O)OC(C)(C)C)C)Cl)C1OCCCC1 tert-butyl (3R)-3-(((3-(4-bromo-6-chloro-1-(tetrahydro-2H-pyran-2-yl)-1H-indazol-5-yl)propoxy)carbonyl)(methyl)amino)piperidine-1-carboxylate